1-(3-(7-(3-cyclobutyl-1,2,4-oxadiazol-5-yl)-3-(4-(trifluoromethyl)phenyl)-1H-pyrazolo[4,3-b]pyridin-1-yl)azetidin-1-yl)-2-fluoroprop-2-en-1-one C1(CCC1)C1=NOC(=N1)C1=C2C(=NC=C1)C(=NN2C2CN(C2)C(C(=C)F)=O)C2=CC=C(C=C2)C(F)(F)F